CC(CCC)=O n-pentanone